4-(4-propenoyl-cis-3,5-dimethylpiperazin-1-yl)-6-chloro-1-(4,6-diisopropylpyrimidin-5-yl)-7-(2-fluoro-6-hydroxyphenyl)pyrido[2,3-d]pyrimidin-2(1H)-one C(C=C)(=O)N1[C@@H](CN(C[C@@H]1C)C=1C2=C(N(C(N1)=O)C=1C(=NC=NC1C(C)C)C(C)C)N=C(C(=C2)Cl)C2=C(C=CC=C2O)F)C